N-((4-((1-(2-morpholinoacetyl)piperidin-4-yl)methoxy)-3-nitrophenyl)sulfonyl)benzamide O1CCN(CC1)CC(=O)N1CCC(CC1)COC1=C(C=C(C=C1)S(=O)(=O)NC(C1=CC=CC=C1)=O)[N+](=O)[O-]